NC(CNCCCCO)C N-(2-aminopropyl)-4-aminobutanol